di-tert-butyl (2S)-2-({[(2S)-6-{[(2R)-2-amino-3-(4-methoxynaphthalen-2-yl)propanoyl]amino}-1-tert-butoxy-1-oxohexan-2-yl]carbamoyl}amino)pentanedioate N[C@@H](C(=O)NCCCC[C@@H](C(=O)OC(C)(C)C)NC(=O)N[C@H](C(=O)OC(C)(C)C)CCC(=O)OC(C)(C)C)CC1=CC2=CC=CC=C2C(=C1)OC